(2R,3R)-1-(7,8-Dichloro-4-(1H-Imidazol-1-Yl)Quinolin-2-Yl)-3-Hydroxypyrrolidin ClC1=CC=C2C(=CC(=NC2=C1Cl)N1C[C@@H](CC1)O)N1C=NC=C1